FC(OC1=C(C(=O)N(C)[C@H](C)C2=C(C=CC=C2)F)C=C(C=N1)F)F |r| racemic-2-(difluoromethoxy)-5-fluoro-N-(1-(2-fluorophenyl)ethyl)-N-methylnicotinamide